4,5-DIHYDRO-4-OXO-FURO[3,2-C]PYRIDINE-2-CARBOXALDEHYDE O=C1NC=CC2=C1C=C(O2)C=O